2-(4-((2S,5S)-2,5-dimethylpiperazin-1-yl)-5-(2-fluorophenyl)-7H-pyrrolo[2,3-d]pyrimidin-7-yl)isonicotinonitrile C[C@@H]1N(C[C@@H](NC1)C)C=1C2=C(N=CN1)N(C=C2C2=C(C=CC=C2)F)C=2C=C(C#N)C=CN2